C(C)(C)(C)OC(N(C(C1=C(C=CC(=C1)Cl)SCC1=CC=CC=C1)=O)OCC1=CC=CC=C1)=O benzyloxy(2-(benzylthio)-5-chlorobenzoyl)carbamic acid tert-butyl ester